2-methoxy-5-methyl-pyrazine COC1=NC=C(N=C1)C